3,8,8-trimethyl-6-methyleneoctahydro-1H-3a,7-methanoazulene CC1CCC2C(C3C(CCC12C3)=C)(C)C